BrC1=CC2=CN(N=C2C=C1OC1CCC1)C12COC(CC1)(C2)C 5-bromo-6-cyclobutoxy-2-(1-methyl-2-oxabicyclo[2.2.1]hept-4-yl)-2H-indazole